N-([1,1'-biphenyl]-3-yl)-8-bromo-N-methyl-[1,2,4]triazolo[4,3-a]quinazolin-5-amine C1(=CC(=CC=C1)N(C1=NC=2N(C3=CC(=CC=C13)Br)C=NN2)C)C2=CC=CC=C2